(R)-3,3-difluoro-6-(6-((1-(4-fluorophenyl)ethyl)amino)pyridin-3-yl)-1-methylindolin-2-one FC1(C(N(C2=CC(=CC=C12)C=1C=NC(=CC1)N[C@H](C)C1=CC=C(C=C1)F)C)=O)F